C(CCCCCCCCC)C1=CC=NC=C1 4-DECYLPYRIDINE